O1C[C@@H](CC1)CN 1-[(3S)-oxolan-3-yl]methylamine